C(C)(C)(C)N1CC(CCC1)N (1-tert-butyl-3-piperidyl)amine